5-[3-Fluoro-5-({(1S)-1-[(3R,4R)-3-methylpiperidin-4-yl]ethyl}amino)-4-(trifluoromethyl)phenyl]-1,3,4-oxadiazol-2(3H)-one FC=1C=C(C=C(C1C(F)(F)F)N[C@@H](C)[C@H]1[C@H](CNCC1)C)C1=NNC(O1)=O